[Na+].N1(CCOCC1)CCS(=O)(=O)[O-] 4-Morpholineethanesulfonic acid sodium salt